C1(CCC1)OC1=NC=2N(C=C1C(=O)NC=1C(N(C=CC1)C1C(C1)F)=O)C=C(N2)[C@@]21CO[C@@](C2)(C1)C Cis-7-cyclobutoxy-N-(1-(2-fluorocyclopropyl)-2-oxo-1,2-dihydropyridin-3-yl)-2-(1-methyl-2-oxabicyclo[2.1.1]hexan-4-yl)imidazo[1,2-a]pyrimidine-6-carboxamide